BrC=1C=C2C(=C(N(C2=CC1)CC)C=1C(=NC=C(C1)I)[C@H](C)OC)CC(COC(C)=O)(C)C acetic acid 3-(5-bromo-1-ethyl-2-{5-iodo-2-[(1S)-1-methoxyethyl] pyridin-3-yl} indol-3-yl)-2,2-dimethylpropyl ester